CC=1C=C(CN2COC(C2)=C)C=CC1 3-(3-methylbenzyl)5-methyleneoxazolidine